oxospiro[azetidine-3,2'-indene]-1-carboxylic acid tert-butyl ester C(C)(C)(C)OC(=O)N1C(C2(C=C3C=CC=CC3=C2)C1)=O